COC1=C(C=C2C(=N1)N(C=C2)C)C(=O)NC(CC2=CC=CC=C2)(C)C 6-methoxy-1-methyl-N-(2-methyl-1-phenylpropan-2-yl)-1H-pyrrolo[2,3-b]pyridine-5-carboxamide